(3S,4S)-1-(4-((3-(heptylcarbamoyl)-4-octanoylpiperazin-1-yl)methyl)benzoyl)-N3,N4-bis((1S,2R)-2-phenylcyclopropyl)pyrrolidine-3,4-dicarboxamide C(CCCCCC)NC(=O)C1CN(CCN1C(CCCCCCC)=O)CC1=CC=C(C(=O)N2C[C@H]([C@@H](C2)C(=O)N[C@@H]2[C@H](C2)C2=CC=CC=C2)C(=O)N[C@@H]2[C@H](C2)C2=CC=CC=C2)C=C1